N-((2-(2,6-dioxopiperidin-3-yl)-1-oxoisoindolin-5-yl)methyl)-2,2-difluoro-2-(3-fluorophenyl)acetamide O=C1NC(CCC1N1C(C2=CC=C(C=C2C1)CNC(C(C1=CC(=CC=C1)F)(F)F)=O)=O)=O